ClC=1C=C2C3=C(NC2=CC1)[C@@H](N(CC3)C=3OC(=NN3)C(F)F)CC(C)C (1S)-6-chloro-2-[5-(difluoromethyl)-1,3,4-oxadiazol-2-yl]-1-(2-methylpropyl)-2,3,4,9-tetrahydro-1H-pyrido[3,4-b]indole